5-[2-(4-Chloro-2,5-dimethyl-phenylamino)-5-methyl-pyrimidin-4-ylamino]-3H-benzooxazol-2-one ClC1=CC(=C(C=C1C)NC1=NC=C(C(=N1)NC=1C=CC2=C(NC(O2)=O)C1)C)C